N1-hydroxy-N1-(5-(4-(hydroxy(5-(3-(4-isothiocyanatophenyl)thioureido)pentyl)amino)-4-oxobutanamido)pentyl)-N4-(5-(N-hydroxyacetamido)pentyl)succinamide ON(C(CCC(=O)NCCCCCN(C(C)=O)O)=O)CCCCCNC(CCC(=O)N(CCCCCNC(=S)NC1=CC=C(C=C1)N=C=S)O)=O